CC1=C(C=CC(=C1)C)C1=NC(=NC(=N1)C1=C(C=C(C=C1)C)C)C1=C(C=C(C=C1)OCCCCCCCC)O 2,4-bis(2,4-dimethylphenyl)-6-(2-hydroxy-4-n-octyloxyphenyl)-1,3,5-triazine